9,10-bis(ethoxycarbonylnonadecyloxy)anthracene C(C)OC(=O)CCCCCCCCCCCCCCCCCCCOC=1C2=CC=CC=C2C(=C2C=CC=CC12)OCCCCCCCCCCCCCCCCCCCC(=O)OCC